C1(CC1)C1=C(C(=NO1)C1=C(C=CC=C1Cl)Cl)COC1CCN(CC1)C=1C=C(C(=NO)N)C=CC1 3-(4-((5-cyclopropyl-3-(2,6-dichlorophenyl)isoxazol-4-yl)methoxy)piperidin-1-yl)-N'-hydroxybenzamidine